N-(2-chlorophenyl)-2-(cyclopropyl((6-fluoro-4-oxo-3,4-dihydroquinazolin-2-yl)methyl)amino)-N-methylacetamide ClC1=C(C=CC=C1)N(C(CN(CC1=NC2=CC=C(C=C2C(N1)=O)F)C1CC1)=O)C